C(C)C1C2CCC(C1(CO)CO)C2 2-ethyl-3,3-norbornanedimethanol